CN(C1=C(C=O)C=C(C=C1)[N+](=O)[O-])C 2-(Dimethylamino)-5-nitrobenzaldehyde